C1(=CC=CC=C1)C1=CC(=CC=2C3=CC=CC=C3NC12)C=1C=CC=2NC3=CC=CC=C3C2C1 phenyl-9H,9'H-3,3'-Bicarbazole